N[C@H]1[C@@H]([C@@H]2CO[C@H](C1)O2)O (1S,2S,3R,5S)-3-amino-6,8-dioxabicyclo[3.2.1]octan-2-ol